2-(1-hydroxyethyl)thiophene-3-carbonitrile OC(C)C=1SC=CC1C#N